[Ca].CC1C(N(CCC1)C)(C)C tetramethyl-piperidine calcium